C(C)(C)(C)OC(=O)N1CCN(CC1)CC1CCC2(CCN(CC2)C(C2=CC(=C(C=C2)Cl)N2C(NC(CC2)=O)=O)=O)CC1 4-((3-(4-chloro-3-(2,4-dioxotetrahydropyrimidin-1(2H)-yl)benzoyl)-3-azaspiro[5.5]undecan-9-yl)methyl)piperazine-1-carboxylic acid tert-butyl ester